2-[7-(difluoromethyl)imidazo[1,2-a]pyridin-2-yl]propanoic acid FC(C1=CC=2N(C=C1)C=C(N2)C(C(=O)O)C)F